nitroso-1,4-dioxa-8-azaspiro[4.5]decane N(=O)C1OC2(OC1)CCNCC2